(4aR,8aS)-6-[3-[3-(5-oxa-2-azaspiro[3.5]nonan-2-yl)-4-(trifluoromethyl)phenoxy]azetidine-1-carbonyl]-4,4a,5,7,8,8a-hexahydropyrido[4,3-b][1,4]oxazin-3-one C1N(CC12OCCCC2)C=2C=C(OC1CN(C1)C(=O)N1C[C@@H]3[C@@H](OCC(N3)=O)CC1)C=CC2C(F)(F)F